C(CCCC\C=C/C\C=C/C\C=C/CCCCC)(=O)OCC(O)CO glyceryl gamma-linolenate